(4-methylphenyl)-9,10-bis-(2-naphthyl)anthracene CC1=CC=C(C=C1)C1=CC=CC2=C(C3=CC=CC=C3C(=C12)C1=CC2=CC=CC=C2C=C1)C1=CC2=CC=CC=C2C=C1